1-bromo-3-chloro-2,4-difluorobenzene BrC1=C(C(=C(C=C1)F)Cl)F